(1-hydroxypropan-2-yl)-6-(4-methylphenyl)-2-(1-methyl-1H-pyrazol-4-yl)-3-oxo-2,3-dihydropyridazine-4-carboxamide OCC(C)C1=C(C(N(N=C1C1=CC=C(C=C1)C)C=1C=NN(C1)C)=O)C(=O)N